C(CCCC)C(CCCNC(CCCCCCC)=O)CCCCC N-(4-pentylnonyl)octanoamide